N-{[2-({octahydro-cyclopenta[c]pyrrol-2-yl}methyl)-1H-indol-6-yl]methyl}-4-oxo-4H-pyrido[1,2-a]pyrimidine-2-carboxamide C1N(CC2C1CCC2)CC=2NC1=CC(=CC=C1C2)CNC(=O)C=2N=C1N(C(C2)=O)C=CC=C1